tert-butyl 3-(2-chloro-N-(3,4-difluorobenzyl)acetamido)-3-cyanoazetidine-1-carboxylate ClCC(=O)N(CC1=CC(=C(C=C1)F)F)C1(CN(C1)C(=O)OC(C)(C)C)C#N